C(C)(=O)OC[C@@H](COC1=CC=C(C=C1)C(C)(C)C1=CC(=C(C(=C1)Cl)OC[C@H](CCl)OC(C)=O)Cl)OC(C)=O (R)-3-(4-(2-(4-((R)-2-acetoxy-3-chloropropoxy)-3,5-dichlorophenyl)propan-2-yl)phenoxy)propane-1,2-diyl diacetate